o-hydroxyacetophenone CC(=O)C1=CC=CC=C1O